ClC=1C=C(CN)C=C(C1)OC(F)F 3-chloro-5-(difluoromethoxy)benzylamine